1-Methyl-2-Cyclohexen-1-Ol CC1(C=CCCC1)O